N-[5-[2-(o-tolyl)ethyl]-1H-pyrazol-3-yl]-2-oxo-1,3-dihydroimidazo[4,5-c]pyridine C1(=C(C=CC=C1)CCC1=CC(=NN1)N1C(NC=2C=NC=CC21)=O)C